5-[1-(2-methylpropyl)azetidin-3-yl]-1,3-thiazole-4-carboxylic acid ethyl ester C(C)OC(=O)C=1N=CSC1C1CN(C1)CC(C)C